O=C1NC(CCC1N1C(C2=CC=C(C=C2C1=O)NCCCCNC(CN1CCN(CC1)C1=CC=C(C=C1)NC1=NN2C(C=CC=C2C2=CC=C(C=C2)S(=O)(=O)C)=N1)=O)=O)=O N-(4-((2-(2,6-dioxopiperidin-3-yl)-1,3-dioxoisoindolin-5-yl)amino)butyl)-2-(4-(4-((5-(4-(methylsulfonyl)phenyl)-[1,2,4]triazolo[1,5-a]pyridin-2-yl)amino)phenyl)piperazin-1-yl)acetamide